4-(5-(1'-isopropyl-[1,4'-bipiperidin]-4-yl)-3-methyl-1H-indol-2-yl)-1H-pyrazolo[3,4-d]pyrimidine C(C)(C)N1CCC(CC1)N1CCC(CC1)C=1C=C2C(=C(NC2=CC1)C1=C2C(=NC=N1)NN=C2)C